[NH4+].C(C)(=O)O.C(C)(=O)O diacetic acid monoammonium